CC1=[N+](C=CC(=C1C)OCC(F)(F)F)[O-] 2,3-dimethyl-4-trifluoroethoxypyridine-N-oxide